C(CCC)NC1=CC=CC2=CC=CC=C12 N-butyl-naphthylamine